NC1(CCCCC1)NC(OC(C)(C)C)=O trans-tert-butyl (aminocyclohexyl)carbamate